(1R,3S)-N3-{[4-(6'-chloro[2,3'-bipyridine]-5-yl)phenyl]methyl}-N1-methyl-N1-[6-(2,2,2-trifluoroethyl)thieno[2,3-d]pyrimidin-4-yl]cyclopentane-1,3-diamine ClC1=CC=C(C=N1)C1=NC=C(C=C1)C1=CC=C(C=C1)CN[C@@H]1C[C@@H](CC1)N(C=1C2=C(N=CN1)SC(=C2)CC(F)(F)F)C